4-[2-(4-methylpiperazin-1-yl)ethyl]-2,3-dihydro-1,4-benzoxazin-7-amine CN1CCN(CC1)CCN1CCOC2=C1C=CC(=C2)N